FC1=C(C=CC=C1)C1=C2CC[C@@H](CC2=CC=C1)N(C)C (S)-5-(2'-Fluorophenyl)-N,N-dimethyl-1,2,3,4-tetrahydronaphthalen-2-amine